(S)-1-Benzyl-3-methylpiperidin-4-on C(C1=CC=CC=C1)N1C[C@@H](C(CC1)=O)C